bis(cyclopentadiene) tungsten [W].C1=CC=CC1.C1=CC=CC1